Bicyclo[4.2.0]Oct-1(6),2,4-trien-7-one C1=2C=CC=CC2C(C1)=O